C(C)N(C(=O)NC1CC(C1)CC(F)(F)F)[C@H](C(F)(F)F)C1=NC=C(C(=C1)C=1N=C(C=2N(C1)C=CN2)OC)OC (S)-1-ethyl-1-(2,2,2-trifluoro-1-(5-methoxy-4-(8-methoxyimidazo[1,2-a]pyrazin-6-yl)pyridin-2-yl)ethyl)-3-(3-(2,2,2-trifluoroethyl)cyclobutyl)urea